C(CCCCCCCCC)(=O)OC(C1=CC=CC=C1)[N+]1(CCC=C(C1)C1=NSN=C1OCCCCCC)C [[5-(4-Hexoxy-1,2,5-thiadiazol-3-yl)-1-methyl-3,6-dihydro-2H-pyridin-1-ium-1-yl]-phenyl-methyl] decanoate